COC=1C=NC=CC1B1OC(C(O1)(C)C)(C)C 3-methoxy-4-(4,4,5,5-tetramethyl-1,3,2-dioxaborolane-2-yl)pyridine